Methyl 2-((S)-1-(4-(6-((4-cyano-2-fluorobenzyl)oxy)-4-(methoxymethyl)pyridin-2-yl)piperazin-1-yl)ethyl)-1-(((S)-oxetan-2-yl)methyl)-1H-benzo[d]imidazol-6-carboxylate C(#N)C1=CC(=C(COC2=CC(=CC(=N2)N2CCN(CC2)[C@@H](C)C2=NC3=C(N2C[C@H]2OCC2)C=C(C=C3)C(=O)OC)COC)C=C1)F